(E)-3-(4-hydroxyphenyl)-1-(4-(methylthio)benzofuran-7-yl)prop-2-en-1-one OC1=CC=C(C=C1)/C=C/C(=O)C1=CC=C(C=2C=COC21)SC